4-((S)-1-(5-fluoropyridin-2-yl)-2-hydroxyethoxy)-6-(1-((1r,4S)-4-hydroxy-cyclohexyl)-5-methyl-1H-pyrazol-4-yl)pyrazolo[1,5-a]pyridine-3-carbonitrile FC=1C=CC(=NC1)[C@@H](CO)OC=1C=2N(C=C(C1)C=1C=NN(C1C)C1CCC(CC1)O)N=CC2C#N